O1[C@@H](COCC1)CNC(=O)C1=C(C2=C(CC(C3=CN(N=C23)CC2CCN(CC2)C(=O)C2(CC2)O)C)O1)C(F)(F)F N-{[(2R)-1,4-dioxan-2-yl]methyl}-2-{[1-(1-hydroxycyclopropane-1-carbonyl)piperidin-4-yl]methyl}-4-methyl-8-(trifluoromethyl)-4,5-dihydro-2H-furo[2,3-g]indazole-7-carboxamide